C(C)(C)OC(OC(C)C)[SiH2]C1=CC(=CC=C1)C=C diisopropyloxymethyl-(3-vinylphenyl)silane